C(C)N1C(NC2=CC(=CC=C2C1)CN1CCN(CC1)C1=C(C=C(C(=O)NC)C=C1)C)=O 4-(4-((3-ethyl-2-oxo-1,2,3,4-tetrahydroquinazolin-7-yl)methyl)piperazin-1-yl)-N,3-dimethylbenzamide